Ethyl-3-((isoquinoline-1-carboxamido)methyl)-5-(3-(trifluoromethoxy)benzyl)-4,5-dihydroisoxazole C(C)C1C(=NOC1CC1=CC(=CC=C1)OC(F)(F)F)CNC(=O)C1=NC=CC2=CC=CC=C12